1-(5-(3-aminoisoquinolin-7-yl)-1-methyl-1H-pyrazol-3-yl)-3-(4-((1-methylpiperidin-4-ylidene)methyl)-3-(trifluoromethyl)phenyl)urea NC=1N=CC2=CC(=CC=C2C1)C1=CC(=NN1C)NC(=O)NC1=CC(=C(C=C1)C=C1CCN(CC1)C)C(F)(F)F